C(C)(C)(C)OC(=O)N1[C@H](CC(=C[C@H]1C1CCCCC1)C1=C(C=C(C(=C1)OC(C)C)[N+](=O)[O-])C)C1CCCCC1 cis-2,6-dicyclohexyl-4-(5-isopropoxy-2-methyl-4-nitrophenyl)-3,6-dihydropyridine-1(2H)-carboxylic acid tert-butyl ester